FC1(CC(C1)NC(C(=O)N1[C@@H]([C@@H]2[C@H](C1)CCC2)C(=O)N[C@@H](C[C@H]2C(NCC2)=O)C(COC(F)(F)F)=O)=O)F (1S,3aR,6aS)-2-(2-((3,3-difluorocyclobutyl)-amino)-2-oxoacetyl)-N-((S)-3-oxo-1-((S)-2-oxopyrrolidin-3-yl)-4-(trifluoromethoxy)butan-2-yl)octahydrocyclopenta[c]pyrrole-1-carboxamide